[Ti].[Zn].[Co].[Ni] nickel cobalt zinc titanium